C(C1=CC=CC=C1)OC1=CC=C(C(=N1)N)[N+](=O)[O-] 6-(benzyloxy)-3-nitropyridin-2-amine